COC1=NC=C(C2=C1N=C(S2)[NH-])C=2CNC(C2)=O [4-methoxy-7-(5-oxo-2,5-dihydro-1H-pyrrol-3-yl)-thiazolo[4,5-c]pyridin-2-yl]-amid